OC1=C(C=C(C=C1C(C)C)C1=CC=C(C=C1)C#N)C(C)C 4'-hydroxy-3',5'-diisopropyl-biphenyl-4-carbonitrile